C1(CC1)NC(CN(C)C1=C(C=CC=C1)C=O)=O N-CYCLOPROPYL-2-[(2-FORMYLPHENYL)(METHYL)AMINO]ACETAMIDE